ClC1=C2C(=NC(=N1)SC)N(N=C2)C2=C(C=C(C=C2)F)F 4-chloro-1-(2,4-difluorophenyl)-6-(methylthio)pyrazolo[3,4-d]pyrimidine